4-(1-(2,2-difluoroethyl)-2-(trifluoromethyl)-1H-benzimidazol-4-yl)-N-(tetrahydro-2H-pyran-4-yl)benzamide FC(CN1C(=NC2=C1C=CC=C2C2=CC=C(C(=O)NC1CCOCC1)C=C2)C(F)(F)F)F